2-[3-{[2,6-dimethyl-4-(2-phenylethoxy)benzoyl]amino}-4-(trifluoromethyl)phenyl]cyclopropanecarboxylic acid CC1=C(C(=O)NC=2C=C(C=CC2C(F)(F)F)C2C(C2)C(=O)O)C(=CC(=C1)OCCC1=CC=CC=C1)C